N-(2-(4-carbamoylpiperidin-1-yl)-4-(piperazin-1-ylmethyl)phenyl)-2-morpholinooxazole-4-carboxamide C(N)(=O)C1CCN(CC1)C1=C(C=CC(=C1)CN1CCNCC1)NC(=O)C=1N=C(OC1)N1CCOCC1